1-(4-Methyl-4'-(2-(4-methylpiperazin-1-yl)-2-oxoethoxy)-[1,1'-biphenyl]-3-yl)-1-propylthiourea CC1=C(C=C(C=C1)C1=CC=C(C=C1)OCC(=O)N1CCN(CC1)C)N(C(=S)N)CCC